ClC=1C=C(C=C(C1)CN1CCCC12CCN(CC2)C(=O)OC(C(F)(F)F)C(F)(F)F)NCCC(=O)O 3-((3-Chloro-5-((8-(((1,1,1,3,3,3-hexafluoropropan-2-yl)oxy)carbonyl)-1,8-diazaspiro[4.5]decan-1-yl)methyl)phenyl)amino)propanic acid